dimethylnaphthalenedisulfonate COS(=O)(=O)C=1C(=CC=C2C=CC=CC12)S(=O)(=O)OC